4-(5-chloro-1H-indol-1-yl)-1,3-dioxolan-2-one ClC=1C=C2C=CN(C2=CC1)C1OC(OC1)=O